(S)-3-Chloro-N-(8,9-difluoro-6-oxo-1,4,5,6-tetrahydro-2H-pyrano[3,4-c]isoquinolin-1-yl)-1-(difluoromethyl)-N-methyl-1H-indazole-6-carboxamide ClC1=NN(C2=CC(=CC=C12)C(=O)N(C)[C@@H]1COCC=2NC(C=3C=C(C(=CC3C21)F)F)=O)C(F)F